CC1(CCN(CC1)C1=CC=C(C=C1)N1N=CC=2C1=NC(=C(C2C(F)(F)F)F)O)C 1-(4-(4,4-Dimethylpiperidin-1-yl)phenyl)-5-fluoro-4-(trifluoromethyl)-1H-pyrazolo[3,4-b]pyridin-6-ol